2-chloro-4,6-dimethylolpyridine ClC1=NC(=CC(=C1)CO)CO